C(C)NC(=O)NC1=NC=NC(=C1)CC1CCN(CC1)C=1C(=NC(=CC1)N1N=CC=C1)F 1-ethyl-3-(6-((1-(2-fluoro-6-(1H-pyrazol-1-yl)pyridin-3-yl)piperidin-4-yl)methyl)pyrimidin-4-yl)urea